3-[3-[2-[[2-(methylamino)acetyl]amino]ethyl]anilino]pyrazine-2-carboxamide dihydrochloride Cl.Cl.CNCC(=O)NCCC=1C=C(NC=2C(=NC=CN2)C(=O)N)C=CC1